F[C@H]1CN(CC[C@@H]1NC1=NN2C(C(=N1)OC)=C(C=C2)C=2C=CC=1N(C2)C=CN1)C N-((3S,4S)-3-fluoro-1-methylpiperidin-4-yl)-5-(imidazo[1,2-a]pyridin-6-yl)-4-methoxypyrrolo[2,1-f][1,2,4]triazin-2-amine